dithioglycolate C(CO)(=S)[S-]